2-(6-(2,5-dioxo-2,5-dihydro-1H-pyrrol-1-yl)hexanamido)-N5-(((2S,3R,4R,5S,6R)-3,4,5-trihydroxy-6-(hydroxymethyl)tetrahydro-2H-pyran-2-yl)methyl)glutaramide O=C1N(C(C=C1)=O)CCCCCC(=O)NC(C(=O)N)CCC(=O)NC[C@@H]1O[C@@H]([C@H]([C@@H]([C@H]1O)O)O)CO